(R)-2-(4-(5-(2,6-difluorophenyl)-3,7-dimethyl-1,6-dihydropyrazolo[4,3-d]pyrido[4,3-f][1,3]diazepin-9-yl)morpholin-2-yl)propan-2-ol FC1=C(C(=CC=C1)F)C=1NC2=C(C3=C(N1)C(=NN3)C)C=C(N=C2C)N2C[C@@H](OCC2)C(C)(C)O